(6S)-2,4-diisopropyl-6-methoxypyridin C(C)(C)C1=NC(=CC(=C1)C(C)C)OC